C(CCC)N(C(=N)N(C)C)CCCC 1,1-dibutyl-3,3-dimethylguanidine